7-chloro-5-methoxyimidazo[1,2-c]pyrimidine ClC1=CC=2N(C(=N1)OC)C=CN2